BrC=1C=NC(=NC1)NCC(C)(C)C1=CC=C(C=C1)F (5-bromopyrimidin-2-yl)[2-(4-fluorophenyl)-2-methylpropyl]amine